NC=1N=C(SC1C(=O)C1=CC=C(C=C1)F)NC1=CC=C(C=C1)OC [4-amino-2-(4-methoxyanilino)thiazol-5-yl]-(4-fluorophenyl)methanone